CNC(=O)C1=NN(C=C1)C(=O)N1CC2C(C1)CC(C2)N(CC2=C(C=CC=C2)C(F)(F)F)C N-methyl-1-(cis-5-(methyl(2-(trifluoromethyl)benzyl)amino)octa-hydrocyclopenta[c]pyrrole-2-carbonyl)-1H-pyrazole-3-carboxamide